5-{2-[1-(6-ethyl-6-hydroxy-1-methyl-octa-2,4-dienyl)-7a-methyl-octahydro-inden-4-ylidene]-ethylidene}-4-methylene-cyclohexane-1,3-diol C(C)C(C=CC=CC(C)C1CCC2C(CCCC12C)=CC=C1C(C(CC(C1)O)O)=C)(CC)O